C(CCCCCCC)SSC=1SC(=NN1)SSCCCCCCCC 2,5-bis(n-octyldithio)-1,3,4-thiadiazole